C(C)(C)C(C(=O)O)CCC(C)=O 2-ISOPROPYL-5-OXOHEXANOIC ACID